FC1=NC=C(C=C1OC)B(O)O fluoro-3-methoxypyridine-5-boronic acid